4-amino-3-chloro-6-(4-(difluoromethoxy)phenyl)-5-methylpyridine-2-carboxylic acid NC1=C(C(=NC(=C1C)C1=CC=C(C=C1)OC(F)F)C(=O)O)Cl